(R)-7-(5-(pyrrolidin-3-yl)pentyl)-1,2,3,4-tetrahydro-1,8-naphthyridine hydrochloride Cl.N1C[C@@H](CC1)CCCCCC1=CC=C2CCCNC2=N1